3,3-bis(4-hydroxyphenyl)phenylpropionic acid OC1=CC=C(C=C1)C1(CC(=CC=C1)C(C(=O)O)C)C1=CC=C(C=C1)O